O1CCOC12CCC(CC2)C=2C(=C(N)C=CC2)OC 3-{1,4-Dioxaspiro[4.5]decan-8-yl}-2-methoxyaniline